FC1(COC(OC1)(C)C)F 5,5-difluoro-2,2-dimethyl-1,3-dioxane